OC1=NC=2CC(CCC2C(=C1C#N)O)C 2,4-Dihydroxy-7-methyl-5,6,7,8-tetrahydroquinoline-3-carbonitrile